BrC=1C2=C(C(NC1)=O)COC2 7-bromo-3,5-dihydrofuro[3,4-c]pyridin-4(1H)-one